ClC1=CC=C(C=C1)C1=NN2C(CN(CC2)C(=O)OC(C)(C)C)=C1C1=C2C(=NC=C1)N(C=C2C)COCC[Si](C)(C)C tert-butyl 2-(4-chlorophenyl)-3-(3-methyl-1-{[2-(trimethylsilyl)ethoxy]methyl}-1H-pyrrolo[2,3-b]pyridin-4-yl)-6,7-dihydropyrazolo[1,5-a]pyrazine-5(4H)-carboxylate